OC1CC(NC1)C(=O)NC[C@@H](C)C1=CC=C(C=C1)C1=C(N=CS1)C 4-hydroxy-N-((S)-1-(4-(4-methylthiazol-5-yl)phenyl)ethylmethyl)pyrrolidine-2-carboxamide